C(C)OC(=O)C1=C(N=C2N1C=CC(=C2)F)C 7-fluoro-2-methylimidazo[1,2-a]pyridine-3-carboxylic acid ethyl ester